C(C=C)OC(CO)CO 2-allyloxy-1,3-propanediol